5-chlorobenzo[b]thiophen ClC1=CC2=C(SC=C2)C=C1